BrC=1C=CC(=NC1)C#N 5-bromopicolinonitrile